FC=1C=C(C=CC1)C1=CC2=C(N(C=N2)CCC[C@H]2NCCC[C@@H]2O)C=C1 (2R,3S)-2-(3-(5-(3-fluorophenyl)-1H-benzo[d]imidazol-1-yl)propyl)piperidin-3-ol